C(C1=CC=CC=C1)NC(=O)C=1N(C(N2C1CN(CC2)C(=O)C=2NC1=CC(=CC(=C1C2)Cl)F)=O)C2=CC=C(C=C2)OC N-benzyl-7-(4-chloro-6-fluoro-1H-indole-2-carbonyl)-2-(4-methoxyphenyl)-3-oxo-6,8-dihydro-5H-imidazo[1,5-a]pyrazine-1-carboxamide